rac-(2R,3S,4S,5R)-3-(2-(difluoromethoxy)-3,4-difluorophenyl)-4,5-dimethyl-N-(pyridazin-4-yl)-5-(trifluoromethyl)tetrahydrofuran-2-carboxamide FC(OC1=C(C=CC(=C1F)F)[C@H]1[C@@H](O[C@]([C@H]1C)(C(F)(F)F)C)C(=O)NC1=CN=NC=C1)F |r|